N1CC(C1)C1=NC=2N(C(=C1)NCC1=CC=C(C=C1)C1=NC=CC=C1)N=CC2C2CC2 5-(Azetidin-3-yl)-3-cyclopropyl-N-(4-(pyridin-2-yl)benzyl)pyrazolo[1,5-a]pyrimidin-7-amine